C1(CCCCC1)C=O trans-cyclohexane-1-formaldehyde